di-(n-nonadecyl)amine C(CCCCCCCCCCCCCCCCCC)NCCCCCCCCCCCCCCCCCCC